BrC1=CC(=NC=C1)[C@H](C)N1CC(N(C(C1)C)C)C 4-((S)-1-(4-bromopyridin-2-yl)ethyl)-1,2,6-trimethylpiperazine